ClC1=CC(=C(C=C1)CCCNC(OC(C)(C)C)=O)N(C(N)=O)CC=1C=C2CN(C(C2=CC1)=O)C1C(NC(CC1)=O)=O tert-butyl N-[3-[4-chloro-2-[[2-(2,6-dioxo-3-piperidyl)-1-oxo-isoindolin-5-yl]methyl-carbamoylamino]phenyl]propyl]carbamate